bromoisophthalic acid dimethyl ester COC(C1=C(C(C(=O)OC)=CC=C1)Br)=O